N-{[4-(1-methyl-1H-indazole-4-sulfonyl)phenyl]methyl}furo[2,3-c]pyridine-2-carboxamide CN1N=CC=2C(=CC=CC12)S(=O)(=O)C1=CC=C(C=C1)CNC(=O)C1=CC=2C(=CN=CC2)O1